[Br-].C1(CCCC1)C(C(=O)OC1C[N+](CC1)(C)C)C1=CC=CC=C1 3-[(cyclopentylphenylacetyl)oxy]-1,1-dimethylpyrrolidinium bromide